OC1=CC=C(OCCC[N+]2=C(C(C3=CC=CC=C23)(CCCCS(=O)(=O)O)C)C)C=C1 1-(3-(4-hydroxyphenoxy)propyl)-2,3-dimethyl-3-(4-sulfobutyl)-3H-indol-1-ium